OC[C@@H]1C[C@H](CC1)C(=O)OCC ethyl trans-3-(hydroxymethyl)cyclopentanecarboxylate